pentafluoroethyl-imidazole FC(C(F)(F)F)(F)C=1NC=CN1